C12NC(CC2CCC1)C(=O)[O-] 2-azabicyclo[3.3.0]octane-3-carboxylate